N-methylazepan-2-carboxamide CNC(=O)C1NCCCCC1